4-bromo-15-chloro-21,23-difluoro-16-hydroxy-8,11-dioxa-18lambda6-thia-19-azatetracyclo[18.3.1.113,17.02,7]pentacosa-1(24),2,4,6,13,15,17(25),20,22-nonaene-12,18,18-trione BrC=1C=C2C=3C(=CC(=C(NS(C=4C(=C(C=C(C(OCCOC2=CC1)=O)C4)Cl)O)(=O)=O)C3)F)F